CC(C)(C)OC(=O)N[C@H]1CNCC[C@H]1O tert-butyl N-[(3S,4R)-4-hydroxypiperidin-3-yl]carbamate